5-fluoro-2,2-dimethyl-2H-chromene-6-carboxylic acid FC1=C2C=CC(OC2=CC=C1C(=O)O)(C)C